CN(CCNC=1C=NN(C1)C)C N',N'-dimethyl-N-(1-methylpyrazol-4-yl)ethane-1,2-diamine